diethyl-(trifluoro-lambda4-sulfanyl)amine C(C)N(S(F)(F)F)CC